[As].[Ga].[In].C[C@H]1CN(CCN1)C1=NC=C(N=C1)C(F)(F)F (S)-2-(3-methylpiperazin-1-yl)-5-(trifluoromethyl)pyrazine Indium-Gallium-Arsenic